2-azidoethoxycarbonyl-L-lysine N(=[N+]=[N-])CCOC(=O)N[C@@H](CCCCN)C(=O)O